1-allylcyclopentane C(C=C)C1CCCC1